Cl.NC(C(=O)N1CCN(CC1)C(C[C@H]1C=2N(C3=C(C(=N1)C1=CC=C(C=C1)Cl)C(=C(S3)C)C)C(=NN2)C)=O)CCCCN 2,6-diamino-1-(4-(2-((S)-4-(4-chlorophenyl)-2,3,9-trimethyl-6H-thieno[3,2-f][1,2,4]triazolo[4,3-a][1,4]diazepin-6-yl)acetyl)piperazin-1-yl)hexan-1-one hydrochloride